N1CCCC2=CC=NC=C12 1,2,3,4-tetrahydro-1,7-naphthyridine